FC(C1=NN=C(O1)C1=CC(=C(CN2C(N(C3=C2C=CC(=C3)C3CCN(CC3)S(=O)(=O)C)C3CCN(CC3)C)=O)C=C1)F)F 1-(4-(5-(difluoromethyl)-1,3,4-oxadiazole-2-yl)-2-fluorobenzyl)-3-(1-methylpiperidine-4-yl)-5-(1-(methylsulfonyl)piperidine-4-yl)-1,3-dihydro-2H-benzo[d]imidazole-2-one